C(=C)C(COC(COC(COC)C)C)(C)OC(COC(COC(COC)C)C)(C=C)C vinyl-1,4,7-trimethyl-3,6,9-trioxadecyl ether